ClC=1C2=C(N=CN1)N(C=C2)CC2=CC=C(C=C2)OC 4-chloro-7-(4-methoxybenzyl)-7H-pyrrolo[2,3-d]pyrimidine